FC=1C=C(CNC(=O)C23CC4(CC(CC(C2)C4)C3)C3=CC=C(C=C3)Cl)C=C(C1F)F 3-(4-Chloro-phenyl)-adamantane-1-carboxylic acid 3,4,5-trifluoro-benzyl amide